FC1=C(C=C(C=C1)F)C1=CC(=CN1)S(=O)(=O)NC1=C(C=C(C(=C1)F)C(F)(F)F)F 5-(2,5-difluorophenyl)-N-[2,5-difluoro-4-(trifluoromethyl)phenyl]-1H-pyrrole-3-sulfonamide